NCC1(C(C1)CO)C1=NC=CC=C1 (2-(aminomethyl)-2-(pyridin-2-yl)cyclopropyl)methanol